Pyridoxine hydroxide [OH-].N1=C(C)C(O)=C(CO)C(CO)=C1